O1N=CN=C1C1=CC=C(C=C1)C(=O)N (4-(1,2,4-oxadiazol-5-yl)phenyl)carboxamide